6-bromo-N,9-dimethyl-8,9-dihydroimidazo[1',2':1,6]pyrido[2,3-d]pyrimidin-2-amine BrC1=CC2=C(N=C(N=C2)NC)N2C1=NCC2C